C(C)(C)N1N=CC=2C1=NC(=NC2NC=2N=CN(C2)C2=CC(=C(C(=C2)OC)OC)OC)C=C 1-isopropyl-N-(1-(3,4,5-trimethoxyphenyl)-1H-imidazol-4-yl)-6-vinyl-1H-pyrazolo[3,4-d]pyrimidin-4-amine